N1C(=NC2=C1C=CC=C2)C2=CC(=NN2CC2=CC=C(C=C2)OC)NC(=O)C=2C=NC(=CC2)N2CC(N(CC2)C)=O N-[5-(1H-benzimidazol-2-yl)-1-[(4-methoxyphenyl)methyl]pyrazol-3-yl]-6-(4-methyl-3-oxo-piperazin-1-yl)pyridine-3-carboxamide